3-((2R,4S)-1-(tert-butoxycarbonyl)-4-((tert-butyldiphenylsilyl)oxy)pyrrolidin-2-yl)propiolic acid C(C)(C)(C)OC(=O)N1[C@H](C[C@@H](C1)O[Si](C1=CC=CC=C1)(C1=CC=CC=C1)C(C)(C)C)C#CC(=O)O